C[C@@]12C(CC[C@H]1[C@@H]1C=CC3=CC(C=C[C@]3(C)[C@H]1CC2)=O)=O 1,4,6-androstatrien-3,17-dione